4-((Tetrahydro-2H-pyran-3-yl)oxy)isoindolin O1CC(CCC1)OC1=C2CNCC2=CC=C1